C(C)(C)(C)OC(=O)N1CC(C1)C1=CC(=C(CN2CCC(CC2)(C(=O)OC)C)C(=C1)C)C methyl 1-(4-(1-(tert-butoxycarbonyl) azetidin-3-yl)-2,6-dimethylbenzyl)-4-methylpiperidine-4-carboxylate